COC(CS(=O)(=O)CC(CCCC(C(=O)NNC([2H])([2H])[2H])(C)C=1C=C(C=CC1)CCC(=O)OC)(C)C)=O methyl 3-(3-(7-((2-methoxy-2-oxoethyl)sulfonyl)-2,6,6-trimethyl-1-(2-(methyl-d3)hydrazineyl)-1-oxoheptan-2-yl)phenyl)propanoate